C(#N)C1=CC=C(C=C1)N1CCN(CC1)C=1SC2=C(N1)C=CC(=C2)C(=O)O 2-(4-(4-cyanophenyl)piperazin-1-yl)benzo[d]thiazole-6-carboxylic acid